1-(3-(4-(3,4-difluoro-2-(trifluoromethyl)phenyl)piperidin-1-carbonyl)-1,4,6,7-tetrahydro-5H-pyrazolo[4,3-c]pyridin-5-yl)ethan-1-one FC=1C(=C(C=CC1F)C1CCN(CC1)C(=O)C1=NNC2=C1CN(CC2)C(C)=O)C(F)(F)F